N-ethyl-N'-[(E)-1-methyl-2-(methoxycarbonyl)vinyl]carbodiimide C(C)N=C=N\C(=C\C(=O)OC)\C